C12CSCC(CC1)N2C2=C(C=C(C=C2)NC(OCC2=CC=CC=C2)=O)F benzyl 4-(3-thia-8-aza-bicyclo[3.2.1]oct-8-yl)-3-fluorophenylcarbamate